(5aS,6R,11bS)-14-(cyclopropylmethyl)-10-methoxy-2-(2-(pyridin-2-yl)ethyl)-2,3,4,5,6,7-hexahydro-6,11b-(epiminoethano)naphtho[1,2-c]azepin-5a(1H)-ol C1(CC1)CN1CC[C@]23CN(CCC[C@]2([C@H]1CC1=CC=C(C=C13)OC)O)CCC1=NC=CC=C1